C(CCCCCCCCCCC)C1=CC=C(C=C1)P(C1=CC=CC=C1)C1=CC=CC=C1 (p-dodecyl-phenyl)diphenyl-phosphine